C(C)(C)(C)C=1C=C(C=C(C1O)C(C)(C)C)CCC(=O)O 3,5-di-tert-butyl-4-hydroxy-benzenepropionic Acid